C(C)(C)(C)C1=CC=C(C=C1)C1=C(C(=NC(=N1)C1=CNC2=NC=C(C=C21)F)NC2C(C1CCC2CC1)C(=O)O)F (+/-)-trans-3-((6-(4-(tert-butyl)phenyl)-5-fluoro-2-(5-fluoro-1H-pyrrolo[2,3-b]pyridin-3-yl)pyrimidin-4-yl)amino)bicyclo[2.2.2]octane-2-carboxylic acid